NC=1C(=NC(=CC1)C1=CC=C(C=C1)F)NC(C1=CN=C(C=C1)N1CCNCC1)=O N-(3-amino-6-(4-fluorophenyl)pyridin-2-yl)-6-(piperazin-1-yl)nicotinamide